BrC=1C(=C(C=CC1)C1=CC=C(C=C1)CN1CC(CC1)F)C 1-((3'-bromo-2'-methyl-[1,1'-biphenyl]-4-yl)methyl)-3-fluoropyrrolidine